3,5-dihydroxy-4-isopropylphenylacetic acid OC=1C=C(C=C(C1C(C)C)O)CC(=O)O